OCC(C(CO)C1=CC=NC=C1)O (hydroxymethyl)-2-(pyridin-4-yl)-1,3-propanediol